C1(CC1)[C@@H]1C[C@H](NC1)C(=O)OC methyl (2s,4s)-4-cyclopropylpyrrolidine-2-carboxylate